BrC=1C=NC(=NC1)N[C@@H]1CN(C[C@H]1OCC1=CC=C(C=C1)C(F)(F)F)C(=O)OC(C)(C)C tert-butyl trans-3-(5-bromopyrimidin-2-ylamino)-4-(4-(trifluoromethyl)benzyloxy)pyrrolidine-1-carboxylate